CN(CCOC1=CC(=C(C=C1[N+](=O)[O-])NC1=NC=CC(=N1)C1=NN(C2=CC=CC=C12)C)OC)C N-(4-(2-(dimethylamino)ethoxy)-2-methoxy-5-nitrophenyl)-4-(1-methyl-1H-indazol-3-yl)pyrimidin-2-amine